FC(C)(F)C1=NN(C(=C1C)C(=O)NC1=CC(=NC=C1)S(N)(=O)=O)CC1CC2(CC2F)C1 3-(1,1-difluoroethyl)-1-((1-fluoro-spiro[2.3]hexan-5-yl)methyl)-4-methyl-N-(2-sulfamoylpyridin-4-yl)-1H-pyrazole-5-carboxamide